FCCNC1CC2(CN(C2)C(=O)OC(C)(C)C)C1 tert-butyl 6-((2-fluoroethyl) amino)-2-azaspiro[3.3]heptane-2-carboxylate